dibenzo[d,g][1,3,2]dioxaphosphocine 6-oxide C1=CC=CC=2OP(OC3=C(CC21)C=CC=C3)=O